ethyl 7-cyclobutyl-8-(1-ethoxyvinyl)-2-methoxyquinoline-3-carboxylate C1(CCC1)C1=CC=C2C=C(C(=NC2=C1C(=C)OCC)OC)C(=O)OCC